ClC=1C(=C(C=CC1F)C(N[S@](=O)C(C)(C)C)[C@@H]1OC[C@H](CC1)C(F)(F)F)F (R)-N-((3-chloro-2,4-difluorophenyl)((trans)-5-(trifluoromethyl)tetrahydro-2H-pyran-2-yl)methyl)-2-methylpropane-2-sulfinamide